COC1=CC=C(C=C1)/C=C/C(=O)N(C1CSCC1)C1=NC=CC=C1 (E)-3-(4-methoxyphenyl)-N-(2-pyridyl)-N-tetrahydrothiophen-3-ylprop-2-enamide